4-[(3S)-3-aminopyrrolidin-1-yl]-6-cyano-5-(3,5-difluorophenyl)-N-(3-phenylpropyl)pyridine-3-carboxamide N[C@@H]1CN(CC1)C1=C(C=NC(=C1C1=CC(=CC(=C1)F)F)C#N)C(=O)NCCCC1=CC=CC=C1